6-hydroxy-2-((1-(methylsulfonyl)piperidin-4-yl)amino)-8-(pyrrolidin-3-yl)pterin OC=1N=C2C(NC(N=C2N(C1)C1CNCC1)(N)NC1CCN(CC1)S(=O)(=O)C)=O